(4-((diethyl(oxo)-λ6-sulfanylidene)amino)-cyclohexyl)methyl methanesulfonate CS(=O)(=O)OCC1CCC(CC1)N=S(=O)(CC)CC